Piperazine phosphate monohydrate O.P(=O)(O)(O)O.N1CCNCC1